C(C=CCCCCCCCCCCCCCC)(=O)OC[C@@H](OO)COP(=O)(O)OCC[N+](C)(C)C 1-(10Z-heptadecenoyl)-2-hydroxy-sn-glycero-3-phosphorylcholine